FC=1C(=NC=CC1)C=O 3-fluoropicolinaldehyde